2-(2-oxopropoxy)acetic acid O=C(COCC(=O)O)C